2-(4-bromophenyl)-3-(4-(diphenylphosphoryl)phenyl)quinoxaline-5,8-dicarbonitrile BrC1=CC=C(C=C1)C1=NC=2C(=CC=C(C2N=C1C1=CC=C(C=C1)P(=O)(C1=CC=CC=C1)C1=CC=CC=C1)C#N)C#N